OC1=C(C=CC=C1)C1=CC2=C(N=N1)C=C(S2)C2CC1(C2)CCN(CC1)C(=O)OC(C)(C)C tert-butyl 2-(3-(2-hydroxyphenyl)thieno[3,2-c]pyridazin-6-yl)-7-azaspiro[3.5]nonane-7-carboxylate